benzimidazole-1,2-diamine N1(C(=NC2=C1C=CC=C2)N)N